ClC=1C2=C(N=CN1)N(C(C2(C)C)=O)C2=CC=C(C=C2)N2CCOCC2 4-chloro-5,5-dimethyl-7-(4-morpholinophenyl)pyrrolo[2,3-d]pyrimidin-6-one